7-[8-({8-fluoro-2-methylimidazo[1,2-a]pyridin-6-yl}carbamoyl)-2-methylquinolin-5-yl]-1,7-diazaspiro[3.5]nonane-1-carboxylic acid tert-butyl ester C(C)(C)(C)OC(=O)N1CCC12CCN(CC2)C2=C1C=CC(=NC1=C(C=C2)C(NC=2C=C(C=1N(C2)C=C(N1)C)F)=O)C